N[C@@](CCCCB(O)O)(C(=O)O)C1CC(C1)NCC1CCN(CC1)C1=CC=C(C(=O)O)C=C1 4-(4-(((1R,3S)-3-((S)-1-amino-5-borono-1-carboxypentyl)cyclobutylamino)methyl)piperidin-1-yl)benzoic acid